COC1=C(CN(C=2OC3=C(C=NC=C3C=3C[C@@H](CCC3)C(=O)O)N2)CC2=C(C=C(C=C2)OC)OC)C=CC(=C1)OC (R)-3-(2-(bis(2,4-dimethoxybenzyl)amino)oxazolo[4,5-c]pyridin-7-yl)cyclohex-3-ene-1-carboxylic acid